OC1=CC(=C(C(=C1)C)CC1(CCC(C12CNC1=CC=CC=C21)=O)[2H])C 5-[(4-hydroxy-2,6-dimethyl-phenyl)methyl]spiro[cyclopentane-1,3-indolin]-2-one-5-d